OC(C)(C)C12CN(CC(C1)C2)C(=O)OC(C)(C)C tert-butyl 1-(1-hydroxy-1-methyl-ethyl)-3-azabicyclo[3.1.1]heptane-3-carboxylate